C(C)(C)(C)OC(=O)N[C@H](C(C1=CC=CC=C1)C1=CC=CC=C1)C(=O)O (tert-Butoxycarbonyl)-β-phenyl-D-phenylalanine